C(C)(C)(C)OC(=O)N1CC2(C1)CC(C2)C2=NN=C(N2)C2CC(C2)(F)F 6-[5-(3,3-difluorocyclobutyl)-4H-1,2,4-triazol-3-yl]-2-azaspiro[3.3]heptane-2-carboxylic Acid Tert-Butyl Ester